(4-Bromophenyl)((2S,6R)-2,6-dimethylmorpholino)methanone BrC1=CC=C(C=C1)C(=O)N1C[C@@H](O[C@@H](C1)C)C